(S)-N'-((8-fluoro-1,2,3,5,6,7-hexahydro-s-indacen-4-yl)carbamoyl)-2,2-dimethyl-2,3-dihydropyrazolo[5,1-b]oxazole-7-sulfonimidamide FC=1C=2CCCC2C(=C2CCCC12)NC(=O)N=[S@@](=O)(N)C=1C=NN2C1OC(C2)(C)C